FC1(OC2=C(O1)C=CC(=C2)/C=C/C(=O)N2CCN(CC2)C(C2=NC=CC(=C2)C(C)(C)O)=O)F (E)-3-(2,2-difluorobenzo[d][1,3]dioxol-5-yl)-1-(4-(4-(2-hydroxypropan-2-yl)picolinoyl)piperazin-1-yl)prop-2-en-1-one